C1=CC=CC=2C3=CC=CC=C3C(C12)COC(=O)N([C@@H](CCOCC)C(=O)O)C N-(((9H-fluoren-9-yl)methoxy)carbonyl)-O-ethyl-N-methyl-L-homoserine